OCCOC1=CC=C(C(=O)C2=CC=C(C(/C=C/C3=CC=CC=C3)=O)C=C2)C=C1 4'-[4-(2-hydroxyethyloxy)benzoyl]chalcone